CC1=CC=C(C(=O)OC[C@]2(O[C@H](C[C@@H]2OC(C2=CC=C(C=C2)C)=O)N2C3=NC(=NC(=C3N=C2)NC(=O)OC(C)(C)C)F)C#C)C=C1 [(2R,3S,5R)-5-[6-(tert-butoxycarbonylamino)-2-fluoro-purin-9-yl]-2-ethynyl-3-(4-methylbenzoyl)oxytetrahydrofuran-2-yl]methyl 4-methylbenzoate